(1,2,4-triazole) zinc isophthalate C(C1=CC(C(=O)[O-])=CC=C1)(=O)[O-].[Zn+2].N1N=CN=C1